BrC=1C(=C(SC1)C(=O)O)OCC1=CC=C(C=C1)CN1C[C@@H](O[C@@H](C1)C)C 4-bromo-3-(4-{[(2S,6R)-2,6-dimethylmorpholino]methyl}benzyloxy)thiophene-2-carboxylic acid